CC1(C2(OCCO2)CCC(C1)(C)CC(C)S(=O)N)C (6,6,8-trimethyl-1,4-dioxaspiro[4.5]decan-8-yl)propane-2-sulfinamide